5-fluoro-2-(methyl-[5-hydroxyadamantan-2-yl]amino)pyrimidine-4-carboxylic acid ethyl ester C(C)OC(=O)C1=NC(=NC=C1F)N(C1C2CC3CC(CC1C3)(C2)O)C